N=1C=NN2C=CC=C2C1N 4-aza-7,9-dideazaadenine